(2-(methylamino)-2-oxoethyl)carbamic acid tert-butyl ester C(C)(C)(C)OC(NCC(=O)NC)=O